CC1=C[C@@H]2[C@H](C(OC=3C=C(C=C(C23)O)CCCCC)=C)CC1 (6Ar,10aR)-9-methyl-6-methylidene-3-pentyl-6a,7,8,10a-tetrahydrobenzo[c]chromen-1-ol